C(C=C)(=O)NC(CS(=O)(=O)O)C 2-acrylamidopropansulfonic acid